tert-butyl 4-(3-(5-(difluoromethyl)-1,3,4-thiadiazol-2-yl)-6-(N-(1-methylcyclopropyl)sulfamoyl)imidazo[1,5-a]pyridin-8-yl)-2-(trifluoromethyl)piperazine-1-carboxylate FC(C1=NN=C(S1)C1=NC=C2N1C=C(C=C2N2CC(N(CC2)C(=O)OC(C)(C)C)C(F)(F)F)S(NC2(CC2)C)(=O)=O)F